diisopropyl adipate (diisopropyl adipate) C(C)(C)C(C(=O)O)(CCCC(=O)O)C(C)C.C(CCCCC(=O)OC(C)C)(=O)OC(C)C